P(=O)(O)(O)O.P(=O)(OCCCCCCCCCCCCCC)(OCCCCCCCCCCCCCC)O Dimyristyl Phosphate phosphate